COC1=CC2=C(C=C1C1=NN(C=C1)C)C=1N(N=C(C1CO2)C(=O)C2N(CCNC2(C)C)C#N)C2=CSC=C2 (7-methoxy-8-(1-methyl-1H-pyrazol-3-yl)-1-(thiophen-3-yl)-1,4-dihydrobenzopyrano[4,3-c]pyrazole-3-carbonyl)-3,3-dimethylpiperazine-1-carbonitrile